NC1=C(C=C(C=N1)C=1C=C2N(N1)CC[C@]21CN(CC1)C(=O)NC1CCC1)OCC1=NC=CC=C1 |r| (rac)-2'-{6-amino-5-[(pyridin-2-yl)methoxy]pyridin-3-yl}-N-cyclobutyl-5',6'-dihydrospiro[pyrrolidine-3,4'-pyrrolo[1,2-b]pyrazole]-1-carboxamide